3-((tert-butoxycarbonyl)amino)-3-(2-(5-hydroxy-6-(methoxycarbonyl)-4-oxo-4H-pyran-2-yl)ethyl)azepane-1-carboxylic acid tert-butyl ester C(C)(C)(C)OC(=O)N1CC(CCCC1)(CCC=1OC(=C(C(C1)=O)O)C(=O)OC)NC(=O)OC(C)(C)C